[2-[(4-fluorophenyl)methoxy]phenyl]boronic acid FC1=CC=C(C=C1)COC1=C(C=CC=C1)B(O)O